sodium tri-taurate NCCS(=O)(=O)[O-].NCCS(=O)(=O)[O-].NCCS(=O)(=O)[O-].[Na+].[Na+].[Na+]